Beta-Ethynylserine C(#C)C([C@H](N)C(=O)O)O